(methoxymethyl)-8,9-dimethyl-4H-pyrimido[1,2-b]pyridazin-4-one COCC=1N=C2N(N=CC(=C2C)C)C(C1)=O